CN(C)OS(=O)(=O)OCCC propyl dimethylaminohydroxysulfonate